C(C)(C)(C)OC([C@@H](NS(=O)(=O)C1=CC=C(C)C=C1)CC1=CNC=N1)=O p-toluenesulfonyl-L-histidine tert-butyl ester